1,3-diaminourea NNC(=O)NN